5,5-Dimethyl-1,3,2-dioxaborinan-2-yl-3-(2,2-difluoroethyl-2-methylpropyl)-1,3-benzoxazol-2(3H)-one CC1(COB(OC1)C1=CC=CC2=C1N(C(O2)=O)C(C(C)C)CC(F)F)C